2-[4-[3-Imidazo[1,2-a]pyridin-6-ylisoxazolidine-2-carbonyl]-1-piperidyl]pyrimidine-4-carboxamide TFA salt OC(=O)C(F)(F)F.N=1C=CN2C1C=CC(=C2)C2N(OCC2)C(=O)C2CCN(CC2)C2=NC=CC(=N2)C(=O)N